(3S)-3-{4,4'-difluoro-2',5,6'-trimethyl-[1,1'-biphenyl]-3-yl}-3-[(2S)-4-methyl-2-{[6-(4-methylpiperazin-1-yl)pyridin-2-yl]formamido}pentanamido]propanoic acid FC1=C(C=C(C=C1C)C1=C(C=C(C=C1C)F)C)[C@H](CC(=O)O)NC([C@H](CC(C)C)NC(=O)C1=NC(=CC=C1)N1CCN(CC1)C)=O